4'-azido-uridine N(=[N+]=[N-])[C@]1([C@H]([C@H]([C@@H](O1)N1C(=O)NC(=O)C=C1)O)O)CO